(E)-2,6-di(3-methyl-2-buten-1-yl)-3,4',5-trihydroxy-3'-methoxystilbene CC(=CCC1=C(C(=C(C=C1O)O)CC=C(C)C)\C=C\C1=CC(=C(C=C1)O)OC)C